ClC1=C(C=C(C=C1)C(=O)N1CCC2(CC1)CCC(CC2)CCCNC)N2C(NC(CC2)=O)=O 1-(2-Chloro-5-(9-(3-(methylamino)propyl)-3-azaspiro[5.5]undecane-3-carbonyl)phenyl)dihydropyrimidine-2,4(1H,3H)-dione